S1C=NC2=C1C=CC(=C2)NC2=CC=NC1=CC=C(C=C21)C2=C(C=C(C=C2)C(=O)N2C1CNCC2C1)F (4-(4-(benzo[d]thiazol-5-ylamino)quinolin-6-yl)-3-fluorophenyl)(3,6-diazabicyclo[3.1.1]heptan-6-yl)methanone